CC=1N=CC(=NC1)N[C@@H]1C[C@@H]2CN([C@H]1C2)C(=O)C2=C(C=CC=C2)C2=NC=CC=N2 ((1S,4S,6R)-6-((5-methylpyrazin-2-yl)amino)-2-azabicyclo[2.2.1]heptan-2-yl)(2-(pyrimidin-2-yl)phenyl)methanone